trans-(+)-2-(1-methyl-1H-pyrazol-5-yl)cyclopropane-1-carboxylic acid CN1N=CC=C1[C@H]1[C@@H](C1)C(=O)O